(2-((4-bromobenzyl)oxy)-5-chlorobenzyl)-1-methylpiperidin-4-amine BrC1=CC=C(COC2=C(CC3N(CCC(C3)N)C)C=C(C=C2)Cl)C=C1